1-(5-fluoro-2,3-dimethyl-1H-indol-1-yl)-3-morpholinopropan-2-ol FC=1C=C2C(=C(N(C2=CC1)CC(CN1CCOCC1)O)C)C